Cl.F[C@H]1CNCC[C@H]1O (3S,4R)-3-fluoropiperidin-4-ol hydrochloride